C(C)(C)C1=C(C=CC=C1)NC(=S)NN=CC1=CC=C(C=C1)C1=NN(C(=N1)OC1CCOCC1)C N-(2-Isopropylphenyl)-2-{4-[1-methyl-5-(tetrahydro-2H-pyran-4-yloxy)-1H-1,2,4-triazol-3-yl]benzyliden}hydrazincarbothioamid